N(=[N+]=[N-])C=1N=C(C=2C(N1)=CN(N2)CC2=C(C=C(CN(CCCCN)C)C=C2OC)OC)NCCCC N'-(4-((5-azido-7-(butylamino)-2H-pyrazolo[4,3-d]pyrimidin-2-yl)methyl)-3,5-dimethoxybenzyl)-N'-methylbutane-1,4-diamine